C(CCC)P(C12CC3CC(CC(C1)C3)C2)C23CC1CC(CC(C2)C1)C3 normal Butylbis(1-adamantyl)phosphine